CN1CC(CC1)CN (1-methylpyrrolidin-3-yl)methanamine